FC(C1=CC(=CC=2NC(=NC21)NC2=C(C=CC=C2)C(F)(F)F)C(F)(F)F)(F)F 4,6-bis(trifluoromethyl)-N-(2-(trifluoromethyl)phenyl)-1H-benzo[d]imidazol-2-amine